[Na].[Na].COC=1N=C(C=2N=CN([C@H]3[C@H](O)[C@H](O)[C@@H](COP(=O)(O)O)O3)C2N1)O 2-methoxy-5'-inosinic acid disodium